4-Amino-1-(4-(3,5-difluoro-2-methoxyphenyl)piperazin-1-yl)butan-2-ol NCCC(CN1CCN(CC1)C1=C(C(=CC(=C1)F)F)OC)O